3,5-difluoro-4-{[3-(4-fluorophenyl)-1-{[2-(trimethylsilyl)ethoxy]methyl}-1H-pyrrolo[2,3-b]pyridin-4-yl]oxy}aniline FC=1C=C(N)C=C(C1OC1=C2C(=NC=C1)N(C=C2C2=CC=C(C=C2)F)COCC[Si](C)(C)C)F